(S)-N-(1-(5-(2,6-difluorobenzyl)-1-methyl-1H-pyrrole-2-carbonyl)pyrrolidin-3-yl)-N-methylacetamide FC1=C(CC2=CC=C(N2C)C(=O)N2C[C@H](CC2)N(C(C)=O)C)C(=CC=C1)F